(3-methyl-6,7-dihydro-5H-pyrrolo[2,3-c]pyridazin-7-ium-5-yl)methanol CC1=CC2=C(N=N1)[NH2+]CC2CO